meta-xylene fluoride [F-].C1(=CC(=CC=C1)C)C